4-[3-(1-cyclopropylpyrazol-4-yl)-7,8-dihydro-5H-1,6-naphthyridin-6-yl]-6-methyl-quinazoline C1(CC1)N1N=CC(=C1)C=1C=NC=2CCN(CC2C1)C1=NC=NC2=CC=C(C=C12)C